[Fe](Cl)Cl.NC1=CC=CC=C1 aniline iron chloride